((10R*,11R*)-10-methyl-10,11-dihydrobenzo[6,7]oxepino[3,2-b]pyridin-11-yl)-N-methylmethanamine C[C@@H]1[C@@H](C2=NC=CC=C2OC2=C1C=CC=C2)CNC |o1:1,2|